CC(C1=CC=CC=C1)C=1C=C(C=C(C1O)CCC1=CC(=CC(=C1O)C(C1=CC=CC=C1)C)C)C 2,2'-dimethylene-bis-(6-α-methyl-benzyl-p-cresol)